CN1C(=NC2=C(C=C(C=C2C1=O)C)[C@H](C)NC1=C(C=CC=C1)N1C=NN=C1)N1CCOCC1 3,6-dimethyl-2-morpholino-8-[(1S)-1-[2-(1,2,4-triazol-4-yl)anilino]ethyl]quinazolin-4-one